[C@@H](C)(CC)OC1=NC=2N(C=C1C(=O)NC=1C(N(C=CC1)[C@H]1[C@H](C1)F)=O)C=C(N2)C21COC(C2)(C1)C 7-((R)-sec-butoxy)-N-(1-((1R,2S)-2-fluorocyclopropyl)-2-oxo-1,2-dihydropyridin-3-yl)-2-(1-methyl-2-oxabicyclo[2.1.1]hexan-4-yl)imidazo[1,2-a]pyrimidine-6-carboxamide